BrC=1C=C(OC2=C(C=C(C=C2)O)Cl)C=CC1 4-(3-bromophenoxy)-3-chlorophenol